2-[1-[(2,4-dichlorophenyl)methyl]-5-oxopyrrolidin-2-yl]-N-(dimethylsulfamoyl)acetamide ClC1=C(C=CC(=C1)Cl)CN1C(CCC1=O)CC(=O)NS(N(C)C)(=O)=O